FC1=CC(=C(C=C1)OC1=CC=C(C=N1)N1C(NC(C1=O)(C)C)=O)C 3-{6-[(4-fluoro-2-methylphenyl)oxy]-3-pyridinyl}-5,5-dimethyl-2,4-imidazolidinedione